C[C@@H](CN[C@@H]([C@H]1CNC2=C(N1)N=CC=C2)C2=CC=CC=C2)C=2C=C(C=CC2)C2(CCC2)C(=O)O 1-[3-[(1R)-1-methyl-2-[[(R)-phenyl-[(3R)-1,2,3,4-tetrahydropyrido[2,3-b]pyrazin-3-yl]methyl]amino]ethyl]phenyl]cyclobutanecarboxylic acid